C(C)(=O)O[C@H]1[C@H](N(C[C@@H]1OC(=O)OC(C)(C)C)C(=O)OC(C)(C)C)CC1=CC=C(C=C1)C1=CC=C(C=C1)S(F)(F)(F)(F)F tert-butyl (2R,3S,4S)-3-(acetyloxy)-4-[(tert-butoxycarbonyl)oxy]-2-{[4'-(pentafluoro-lambda6-sulfanyl)-[1,1'-biphenyl]-4-yl]methyl}pyrrolidine-1-carboxylate